C(C)C1=NN(C2=C1C(NCC1(CCOCC1)C2)=O)C[C@H](COC(C2=CC=C(C=C2)C(C)=O)=O)C 4-Acetyl-benzoic acid [(2R)-3-(3-ethyl-4-oxo-spiro[6,8-dihydro-5H-pyrazolo[4,3-c]azepin-7,4'-tetrahydropyran]-1-yl)-2-methyl-propyl] ester